(isobutyl-cyclopentadienyl)tris(ethylmethylamino)titanium C(C(C)C)C1(C=CC=C1)[Ti](N(CC)C)(N(CC)C)N(C)CC